trimethylammonium [3-[4-(4-tert-butoxycarbonylpiperazin-1-yl)pyrazol-1-yl]-7-oxo-1,6-diazabicyclo[3.2.1]oct-3-en-6-yl]sulfate C(C)(C)(C)OC(=O)N1CCN(CC1)C=1C=NN(C1)C=1CN2C(N(C(C1)C2)OS(=O)(=O)[O-])=O.C[NH+](C)C